IC1=NNC2=CC=C(C=C12)C=1CCN(CC1)C(=O)OC(C)(C)C tert-Butyl 4-(3-iodo-1H-indazol-5-yl)-3,6-dihydropyridine-1(2H)-carboxylate